C(C)(=O)N1CCC(CC1)N1C2=NC(=NC=C2N(C1=O)C)NC=1C=C2N=CC(=NC2=CC1C)C 9-(1-acetylpiperidin-4-yl)-2-((2,7-dimethylquinoxalin-6-yl)amino)-7-methyl-7,9-dihydro-8H-purin-8-one